CSCCSC1=C(C(=O)O)C=C(C(=C1)C(=O)O)SCCSC 2,5-bis(2-(methylthio)ethylmercapto)terephthalic acid